O1C=CC2=C1C=CC(=C2)C2=CC(=C(C=C2)C2=CN=C(S2)[C@@H]2CC[C@H](CC2)NC(OC(C)C)=O)S(NC(C)(C)C)(=O)=O isopropyl (trans-4-(5-(4-(benzofuran-5-yl)-2-(N-(tert-butyl) sulfamoyl)phenyl)thiazol-2-yl)cyclohexyl)carbamate